Phenyl (6-(2-hydroxypropan-2-yl)pyridin-3-yl)carbamate OC(C)(C)C1=CC=C(C=N1)NC(OC1=CC=CC=C1)=O